1-(2-Pyrrolecarbonyl)Benzotriazole 2-acryloyloxyethyl-(2-(2-(4-benzoylphenoxy)ethoxy)ethyl)succinate C(C=C)(=O)OCCC(C(=O)O)(CC(=O)O)CCOCCOC1=CC=C(C=C1)C(C1=CC=CC=C1)=O.N1C(=CC=C1)C(=O)N1N=NC2=C1C=CC=C2